CC(C#N)(C)C1=C2C(=NC(=C1)N1[C@@H](COCC1)C)N(N=C2)C2=NN(C=C2)COCC[Si](C)(C)C (R)-2-methyl-2-(6-(3-methylmorpholino)-1-(1-((2-(trimethylsilyl)ethoxy)methyl)-1H-pyrazol-3-yl)-1H-pyrazolo[3,4-b]Pyridin-4-yl)propionitrile